5-bromo-N-methyl-2-oxo-1-(quinolin-8-ylmethyl)-1,2-dihydropyridine-3-carboxamide BrC=1C=C(C(N(C1)CC=1C=CC=C2C=CC=NC12)=O)C(=O)NC